1-Methyl-N-((5-methylfuran-2-yl)methyl)-6-(pyridin-2-yl)-1H-pyrazolo[3,4-d]pyrimidin-4-amine CN1N=CC=2C1=NC(=NC2NCC=2OC(=CC2)C)C2=NC=CC=C2